tert-butyl N-[4-cyano-2-(1-piperidylmethyl)phenyl]carbamate C(#N)C1=CC(=C(C=C1)NC(OC(C)(C)C)=O)CN1CCCCC1